tert-butyl (2S,4R)-2-((methylsulfonyl)methyl)-4-(5-(3-(trifluoromethyl)phenyl) oxazole-2-carboxamido)pyrrolidine-1-carboxylate CS(=O)(=O)C[C@H]1N(C[C@@H](C1)NC(=O)C=1OC(=CN1)C1=CC(=CC=C1)C(F)(F)F)C(=O)OC(C)(C)C